(S)-5-(2-aminopyridin-3-yl)-2-hydrazinylpentanoic acid NC1=NC=CC=C1CCC[C@@H](C(=O)O)NN